C1(=CC=CC=C1)C1(C(C(C(C(=O)[2H])(C=C1)[2H])([2H])[2H])([2H])[2H])[2H] 4-phenyl-benzaldehyde-d7